2,4-dichloroiodobenzene C1=CC(=C(C=C1Cl)Cl)I